triglycerol monodecanoate C(CCCCCCCCC)(=O)O.OCC(O)CO.OCC(O)CO.OCC(O)CO